C(#N)C1=CC=CC=C1C=1C=CC=CC1 2-cyano-3,3-biphenyl